C=C(C)C1=NC(=CC=C1CN1N=CC(=C1)CN)C(F)(F)F (1-((2-(prop-1-en-2-yl)-6-(trifluoromethyl)pyridin-3-yl)methyl)-1H-pyrazol-4-yl)methylamine